C(C=C)N1N(C2=NC(=NC=C2C1=O)NC=1C=CC2=C(N=C(O2)C)C1)C1=NC(=CC=C1)C(C)(C)O 2-allyl-1-(6-(2-hydroxypropan-2-yl)pyridin-2-yl)-6-((2-methylbenzo[d]oxazol-5-yl)amino)-1,2-dihydro-3H-pyrazolo[3,4-d]pyrimidin-3-one